ClC1=CC(=C(COC2=CC=CC(=N2)C2CCN(CC2)CC2=NC3=C(N2CCC(F)(F)F)C=C(C=C3)C(=O)O)C=C1)F 2-[(4-{6-[(4-chloro-2-fluorobenzyl)oxy]pyridin-2-yl}piperidin-1-yl)methyl]-1-(3,3,3-trifluoropropyl)-1H-benzimidazole-6-carboxylic acid